C(C)(=O)C1=CC=C(C=C1)NC(=O)NC1CN(C(C1)=O)C1=CC=C(C=C1)Cl 1-(4-acetylphenyl)-3-[1-(4-chlorophenyl)-5-oxopyrrolidin-3-yl]urea